C(#N)C1=CC=C(OCC2(CN(C2)S(=O)(=O)C2=C(C=C(C=C2)Cl)Cl)C(=O)O)C=C1 3-((4-Cyanophenoxy)methyl)-1-((2,4-dichlorophenyl)sulfonyl)azetidine-3-carboxylic acid